ClC1=CC(=C(C=C1)NC(=O)N1C2CCC1CC=1C(=NC=CC12)F)F (±)-N-(4-chloro-2-fluorophenyl)-1-fluoro-6,7,8,9-tetrahydro-5H-5,8-epiminocyclohepta[c]-pyridine-10-carboxamide